(Z)-4-[[(6-chloropyridin-3-yl)methyl](2-fluorovinyl)amino]-5-methylfuran-2(5H)-one ClC1=CC=C(C=N1)CN(C1=CC(OC1C)=O)\C=C/F